FC(C1=NC(=NC(=N1)C(F)(F)F)N1[C@H](C=2NC3=CC=C(C=C3C2CC1)Cl)C[C@@H]1COCC=C1)(F)F (1S)-2-[4,6-bis(trifluoromethyl)-1,3,5-triazin-2-yl]-6-chloro-1-{[(3S)-3,6-dihydro-2H-pyran-3-yl]methyl}-2,3,4,9-tetrahydro-1H-pyrido[3,4-b]indole